[13C]([13CH2]CCCCCCCC)(=O)O [1,2-13C2]decanoic acid